Methyl-pyran CC1OC=CC=C1